2-(7-(((cis)-3-hydroxy-3-methylcyclobutyl)amino)-1-methyl-1H-pyrrolo[2,3-d]pyridazin-4-yl)-5-(trifluoromethyl)pyridin-3-ol OC1(CC(C1)NC=1N=NC(=C2C1N(C=C2)C)C2=NC=C(C=C2O)C(F)(F)F)C